(3Z)-9,9-dimethoxy-1,3-nonadiene COC(CCCC\C=C/C=C)OC